2-(ethyl(methylamino)ethyl)(methylamino)benzonitrile C(C)C(CC1=C(C#N)C=CC=C1NC)NC